C1(=CC=CC=C1)[C@H]1[C@@H](C1)C=1OC=CC1 ((1R,2R)-2-phenylcyclopropyl)furan